CC(CC(C)NC(=O)N1C=NC(=C1)C=1C=NC=CC1)C N-(4-Methylpentan-2-yl)-4-(pyridin-3-yl)-1H-imidazole-1-carboxamide